FC=1C=C(C=C2CCN(CC12)C1=C(C=CC(=C1)OC(F)(F)F)F)CCC(=O)O 3-(8-fluoro-2-(2-fluoro-5-(trifluoromethoxy)phenyl)-1,2,3,4-tetrahydroisoquinolin-6-yl)propionic acid